C(C=C)OCC=C allyl (allyl) ether